C(C1=CC=CC=C1)OC1=C(C(=CC=C1)Br)C#CCCO[Si](C)(C)C(C)(C)C ((4-(2-(benzyloxy)-6-bromophenyl)but-3-yn-1-yl)oxy)(tert-butyl)dimethylsilane